rac-1-(4-aminopyrimidin-2-yl)-5,5-difluoro-4-methoxy-piperidin-3-ol NC1=NC(=NC=C1)N1CC(C(C(C1)(F)F)OC)O